{(S)-3-methyl-1-carbonyl-1-{{(S)-1-carbonyl-1-{{(S)-1-carbonyl-3-[(S)-2-carbonylpyrrolidin-3-yl]propan-2-yl}amino}-3-cyclohexylpropan-2-yl}amino}butan-2-yl}indole-2-carboxamide CC([C@H](C(N[C@H](C(N[C@H](C=C=O)C[C@H]1C(NCC1)=C=O)=C=O)CC1CCCCC1)=C=O)C1=C(NC2=CC=CC=C12)C(=O)N)C